FC1=CC2=C(N=C(S2)N2C[C@H](N([C@H](C2)C)C(=O)OC2CC3(CN(C3)CC3=CC=CC=C3)C2)C)C=C1 2-benzyl-2-azaspiro[3.3]heptan-6-yl (2R,6S)-4-(6-fluoro-1,3-benzothiazol-2-yl)-2,6-dimethylpiperazine-1-carboxylate